CC1=C(C=C(C=C1)C(NC1=CC(=CC=C1)C(F)(F)F)=O)B(O)O (2-methyl-5-((3-(trifluoromethyl)phenyl)carbamoyl)phenyl)boronic acid